1-(3-chlorophenyl)-3-(3-(3-cyanoquinoxaline-6-carbonyl)-2-fluorophenyl)urea ClC=1C=C(C=CC1)NC(=O)NC1=C(C(=CC=C1)C(=O)C=1C=C2N=C(C=NC2=CC1)C#N)F